O1CC(CCC1)C(=O)C (tetrahydro-2H-pyran-3-yl)methylketone